CN1N=CC2=C1N=C(N(C2=O)C2=CC=CC=C2)SCC=2C=C(C#N)C=CC2 3-(((1-methyl-4-oxo-5-phenyl-4,5-dihydro-1H-pyrazolo[3,4-d]pyrimidin-6-yl)thio)methyl)benzonitrile